C(C1=CC=CC=C1)N1C[C@H]2OC3=CC(=NC(NS(C=4C=CC=C(NC([C@@H](C1)C2)=O)C4)(=O)=O)=N3)C3=C(C=CC=C3C)C (3S,7R)-5-benzyl-19-(2,6-dimethylphenyl)-2-oxa-15λ6-thia-5,9,16,18,21-pentaazatetracyclo[15.3.1.13,7.110,14]tricosa-1(20),10,12,14(22),17(21),18-hexaene-8,15,15-trione